N1=C(C=CC=C1)NC1=NC=CN=C1 N-(pyridin-2-yl)pyrazin-2-amine